3-[4-benzyloxy-1-(4-fluorophenyl)indol-3-yl]-1-methyl-cyclobutanecarboxylic acid C(C1=CC=CC=C1)OC1=C2C(=CN(C2=CC=C1)C1=CC=C(C=C1)F)C1CC(C1)(C(=O)O)C